FC(C=1C=NC(=NC1)C1=CN(C=2N=CN=C(C21)N)C)F 5-(5-(difluoromethyl)pyrimidin-2-yl)-7-methyl-7H-pyrrolo[2,3-d]pyrimidin-4-amine